3-(4-((tert-butoxycarbonyl)amino)phenyl)-2-methyl-4-(trifluoromethyl)pyridine 1-oxide C(C)(C)(C)OC(=O)NC1=CC=C(C=C1)C=1C(=[N+](C=CC1C(F)(F)F)[O-])C